[N+](=O)([O-])C=1C=C(COC(=O)[C@H]2[C@@H](C2)N)C=C(C1)[N+](=O)[O-] |r| Rac-trans-2-aminocyclopropane-1-carboxylic acid 3,5-dinitrobenzyl ester